N-(2-fluoro-2-methylpropyl)-N-methylacetamide FC(CN(C(C)=O)C)(C)C